2-methyl-4-(2-methylbenzamido)benzoyl chloride CC1=C(C(=O)Cl)C=CC(=C1)NC(C1=C(C=CC=C1)C)=O